(E)-ethyl 4-(4-ethylphenyl)-2,2-difluoro-4-thiocyanobut-3-enoate C(C)C1=CC=C(C=C1)\C(=C/C(C(=O)OCC)(F)F)\SC#N